3-chloro-5-fluoro-2-methyl-1H-indole-7-carboxamide ClC1=C(NC2=C(C=C(C=C12)F)C(=O)N)C